Decylether C(CCCCCCCCC)OCCCCCCCCCC